1-trimethoxysilyl-7-octylthioacetate CO[Si](CCCCCCC(C)CC(=S)[O-])(OC)OC